CC(CCOCC=O)CCC=C(C)C (3,7-dimethyl-oct-6-enyloxy)-ethanal